O=C1OCC(O1)CN1CCCCC1 1-[(2-oxo-1,3-dioxolan-4-yl)methyl]piperidin